stearyl phosphate diethanolamine salt N(CCO)CCO.P(=O)(OCCCCCCCCCCCCCCCCCC)(O)O